5-chloro-4-(5-cyclopropyl-1H-pyrazol-3-yl)pyrimidin ClC=1C(=NC=NC1)C1=NNC(=C1)C1CC1